tert-butyl ((S)-3-methyl-1-(3-(4-methyl-1H-benzo[d]imidazol-2-yl)-5-(((S)-1,1,1-trifluoropropan-2-yl)carbamoyl)pyridin-4-yl)pyrrolidin-3-yl)carbamate C[C@]1(CN(CC1)C1=C(C=NC=C1C(N[C@H](C(F)(F)F)C)=O)C1=NC2=C(N1)C=CC=C2C)NC(OC(C)(C)C)=O